1-(4-fluorophenyl)-6-methyl-5-(1-(methylsulfonyl)-3-(pyridin-2-ylmethyl)pyrrolidin-3-yl)-1H-indazole FC1=CC=C(C=C1)N1N=CC2=CC(=C(C=C12)C)C1(CN(CC1)S(=O)(=O)C)CC1=NC=CC=C1